8-iodo-4,6-dimethylnonyloxymethyl ether IC(CC(CC(CCCOCOCOCCCC(CC(CC(C)I)C)C)C)C)C